ClC1=C(OC=2C=CC(=C(C2)S(=O)(=O)NC2CC(C2)OC)O)C(=CC(=C1)N1N=C(C(NC1=O)=O)C(F)F)Cl 5-(2,6-dichloro-4-(6-(difluoromethyl)-3,5-dioxo-4,5-dihydro-1,2,4-triazin-2(3H)-yl)phenoxy)-2-hydroxy-N-((1r,3r)-3-methoxycyclobutyl)benzenesulfonamide